ClC=1C(=NC(=NC1)NC1=C(C=C(C=C1)N1CCN(CC1)C1CCN(CC1)CC=1C=C2CN(CC2=CC1F)C1C(NC(CC1)=O)=O)OC)NC1=C(C=CC=C1)P(=O)(OC)OC 5-((4-(4-(4-((5-chloro-4-((2-(dimethylphosphono)phenyl)amino)pyrimidin-2-yl)amino)-3-methoxyPhenyl)piperazin-1-yl)piperidin-1-yl)methyl)-2-(2,6-dioxopiperidin-3-yl)-6-fluoroisoindoline